O1COC2=C1C=CC(=C2)CONC(=N)N 1-(benzo[d][1,3]dioxol-5-ylmethoxy)guanidine